tert-butyl 1-(methoxymethoxy)-5-{3-[2-(methoxymethoxy)-6-methyl-4-(trifluoromethyl)phenyl]-5-methyl-7H-pyrrolo[2,3-c]pyridazin-7-yl}-3-azabicyclo[3.1.1]heptane-3-carboxylate COCOC12CN(CC(C1)(C2)N2C=C(C1=C2N=NC(=C1)C1=C(C=C(C=C1C)C(F)(F)F)OCOC)C)C(=O)OC(C)(C)C